6-(4-biphenylyl)methoxy-2-(N,N-dimethyl-amino)methyl-tetralin C1(=CC=C(C=C1)COC=1C=C2CCC(CC2=CC1)CN(C)C)C1=CC=CC=C1